Calcium (1R,2S)-1,2-cyclohexanedicarboxylate [C@@H]1([C@H](CCCC1)C(=O)[O-])C(=O)[O-].[Ca+2]